3-Cyclopentanedimethanol C1(CC(CC1)CO)CO